CS(=O)(=O)N1CCC(CC1)N1CC2=CC=CC(=C2CC1)OC1=CC=C(C=C1)C(F)(F)F 2-(1-(methylsulfonyl)piperidin-4-yl)-5-(4-(trifluoromethyl)phenoxy)-1,2,3,4-tetrahydroisoquinoline